BrC=1C=C(NC1)C(=O)NCC(=C=O)C1=CC=C(C=C1)N(C)C 4-bromo-N-(2-(4-(dimethylamino)phenyl)-2-carbonylethyl)-1H-pyrrole-2-carboxamide